tert-butyl (1R,5S,6S)-6-({[2-(trifluoromethyl)pyridin-4-yl]oxy}methyl)-3-azabicyclo[3.1.0]hexane-3-carboxylate FC(C1=NC=CC(=C1)OCC1[C@H]2CN(C[C@@H]12)C(=O)OC(C)(C)C)(F)F